2,3,6-trichloroquinoxaline ClC1=NC2=CC=C(C=C2N=C1Cl)Cl